3-(benzyloxy)-5-(3-chlorophenyl)-4-cyclopropyl-picolinic acid C(C1=CC=CC=C1)OC=1C(=NC=C(C1C1CC1)C1=CC(=CC=C1)Cl)C(=O)O